ClCC(C)(C)F 1-chloro-2-fluoro-2-methylpropane